C(C)OC(=O)C=1C=NC=2N(C1)C(=CN2)C2=CC=C(C=C2)NC(C)=O.FC2=CC=C1C(CCOC1=C2)C2=C(C(=O)NC=1C=NNC(C1)=O)C=CC(=C2)C(F)(F)F 2-(7-fluoro-chroman-4-yl)-N-(6-oxo-1,6-dihydropyridazin-4-yl)-4-(trifluoromethyl)benzamide ethyl-3-(4-acetamidophenyl)imidazo[1,2-a]pyrimidine-6-carboxylate